N1(C=NC=C1)C=1C=C(C(=O)NC=2C=NC=CC2)C=CC1 3-(1H-imidazol-1-yl)-N-(pyridin-3-yl)benzamide